1-[2-Hydroxy-4,6-bis(phenylmethoxy)phenyl]-3-(4-hydroxy-3-methoxyphenyl)prop-2-en-1-one OC1=C(C(=CC(=C1)OCC1=CC=CC=C1)OCC1=CC=CC=C1)C(C=CC1=CC(=C(C=C1)O)OC)=O